3-(5-((4-((4-(4-chlorophenyl)pyridin-3-yl)methyl)piperazin-1-yl)methyl)-1-oxoisoindoline-2-yl)piperidine-2,6-dione ClC1=CC=C(C=C1)C1=C(C=NC=C1)CN1CCN(CC1)CC=1C=C2CN(C(C2=CC1)=O)C1C(NC(CC1)=O)=O